FC=1C=C(C=CC(=O)NC(=N)N)C=CC1 3-Fluorocinnamoylguanidin